(R)-4-fluoro-1-(1-phenylethyl)-1H-imidazole-5-carbonyl chloride FC=1N=CN(C1C(=O)Cl)[C@H](C)C1=CC=CC=C1